2-(2-((R)-3-hydroxypyrrolidin-1-yl)-2-oxoethyl)imidazo[4,5-d]Pyridine O[C@H]1CN(CC1)C(CC1=NC=2C(=CC=NC2)N1)=O